C(C)(SCCN1N=NC(=C1)C(C)(C)NC(C1=CC(=CC=C1)C#N)=O)=O S-2-(4-(2-(3-cyanobenzamido)propan-2-yl)-1H-1,2,3-triazol-1-yl)ethyl ethanethioate